Tert-butyl 4-(2-(3,4-dimethoxyphenyl)-3-isopropyl-1H-indol-5-yl)-5,6-dihydropyridine-1(2H)-carboxylate COC=1C=C(C=CC1OC)C=1NC2=CC=C(C=C2C1C(C)C)C1=CCN(CC1)C(=O)OC(C)(C)C